ClC=1C=CC2=C(CCC=3C(=NC=CC3)C2=C2CCN(CC2)CC(CN2C(C3[C@H]4CC[C@@H](C3C2=O)C4)=O)O)C1 (4R,7S)-2-(3-(4-(8-chloro-5,6-dihydro-11H-benzo[5,6]cyclohepta[1,2-b]pyridin-11-ylidene)piperidin-1-yl)-2-hydroxy-propyl)hexahydro-1H-4,7-methanoisoindole-1,3(2H)-dione